ClC1=CC(=CC=2C(=CB(OC21)O)C(C)C)NC(OC(C)(C)C)=O tert-butyl (8-chloro-2-hydroxy-4-isopropyl-2H-benzo[e][1,2]oxaborinin-6-yl)carbamate